N,N-dihydroxypropylmethacrylamide ON(C(C(=CCCC)C)=O)O